5-bromo-3-methoxy-7-methylquinoline-2-carbonitrile BrC1=C2C=C(C(=NC2=CC(=C1)C)C#N)OC